ClC1=C(C(=O)NCC(N2CCC(CC2)OC2=CC(=NC=C2)C)C2=C(N=CS2)C(F)F)C(=CC=C1)F 2-Chloro-N-{2-[4-(difluoromethyl)-1,3-thiazol-5-yl]-2-{4-[(2-methylpyridin-4-yl)oxy]piperidin-1-yl}ethyl}-6-fluorobenzamide